ClC=1C=C2CCN([C@H](C2=C(C1)Cl)C)C(=O)[C@H]1CN(CCO1)C=1C2=C(C=NC1)N=C(O2)NC ((S)-6,8-dichloro-1-methyl-3,4-dihydroisoquinolin-2(1H)-yl)((R)-4-(2-(methylamino)oxazolo[4,5-c]pyridin-7-yl)morpholin-2-yl)methanone